COC(C(CCN1C(N(C2=C1C=C(C=C2)NC2=C(C(=NC(=C2)C(N(C)C)=O)Cl)C#N)C)=O)C)=O 4-[6-[[2-chloro-3-cyano-6-(dimethylcarbamoyl)-4-pyridinyl]amino]-3-methyl-2-oxo-benzoimidazol-1-yl]-2-methyl-butanoic acid methyl ester